tert-butyl 2-(7-(4-fluoro-2-(2-methoxyethoxy) phenyl)-4-(1-isopropylpiperidin-4-yl) thieno[3,2-c]pyridin-6-yl)-6,7-dihydrothiazolo[5,4-c]pyridine-5(4H)-carboxylate FC1=CC(=C(C=C1)C=1C2=C(C(=NC1C=1SC=3CN(CCC3N1)C(=O)OC(C)(C)C)C1CCN(CC1)C(C)C)C=CS2)OCCOC